The molecule is a member of the class of pyrroloindoles that is an intermediate in the biosynthesis of yatakemycin by Streptomyces sp. TP-A0356. It has a role as a bacterial metabolite. It is an aromatic amide, an aromatic ether, a member of hydroxyindoles, a polyphenol, a pyrroloindole and a thioester. CC1=CN(C2=CC(=C3C(=C12)C=C(N3)C(=O)N4CCC5=C6C=C(NC6=C(C(=C54)O)OC)C(=O)SC)O)C(=O)C7=CC8=CC(=C(C=C8N7)OC)O